glycero-2-phosphorylcholine OCC(OP(=O)(O)OCC[N+](C)(C)C)CO